BrCC1=C(C=CC(=C1C#N)F)NC(C1=CC(=CC(=C1)C(F)(F)F)F)=O N-(2-(Bromomethyl)-3-cyano-4-fluorophenyl)-3-fluoro-5-(trifluoromethyl)benzamide